CN(C=1C=CC=2N(C3=CC=C(C=C3SC2C1)N(C)C)C(=O)NNC(C1=CC=C(C=C1)O)=O)C 3,7-bis(dimethyl-amino)-N'-(4-hydroxy-benzoyl)-10H-phenothiazine-10-carbohydrazide